7-(5-Chloro-2-(3-(5-cyano-2-methyl-6-(4-methylpiperazin-1-yl)-4-oxo-7-(trifluoromethyl)quinazolin-3(4H)-yl)prop-1-yn-1-yl)phenyl)-5-methylthieno[3,2-b]pyridine-3-carboxylic acid ClC=1C=CC(=C(C1)C1=C2C(=NC(=C1)C)C(=CS2)C(=O)O)C#CCN2C(=NC1=CC(=C(C(=C1C2=O)C#N)N2CCN(CC2)C)C(F)(F)F)C